COC(C(=O)N[C@@H](C)C(=O)N1[C@@H](CCC1)C(=O)N[C@@H](C(C)C)C(=O)O)CC(=O)O N-(methoxysuccinyl)-alanyl-prolyl-valine